COC(=O)C=1SC(=C(C1)N)NC[C@H]1OCC1 (S)-4-amino-5-((oxetan-2-ylmethyl)amino)thiophene-2-carboxylic acid methyl ester